C(C)(C)(C)OC(NC1CCN(CC1)C1=CC(=NC=C1I)Cl)=O (1-(2-Chloro-5-iodopyridin-4-yl)piperidin-4-yl)carbamic acid tert-butyl ester